4-bromo-7-fluoroisoquinolin-1(2H)-one BrC1=CNC(C2=CC(=CC=C12)F)=O